N1(CCCC1)C=1C(=NC=CC1)N (pyrrolidin-1-yl)pyridin-2-amine